N-(5-(4-chloro-2-(4-(piperazin-1-yl)phenyl)-1H-pyrrolo[2,3-b]pyridin-3-yl)-2-methylphenyl)acrylamide 2,2,2-trifluoroacetate FC(C(=O)O)(F)F.ClC1=C2C(=NC=C1)NC(=C2C=2C=CC(=C(C2)NC(C=C)=O)C)C2=CC=C(C=C2)N2CCNCC2